(E)-N-(4-(8-(4-chloro-1,2-dimethyl-6-(trifluoromethyl)-1H-benzo[d]imidazol-5-yl)indolizine-3-carbonyl)-2,6-difluorophenyl)-4-((3-methyltetrahydrofuran-3-yl)amino)but-2-enamide ClC1=C(C(=CC=2N(C(=NC21)C)C)C(F)(F)F)C2=CC=CN1C(=CC=C21)C(=O)C2=CC(=C(C(=C2)F)NC(\C=C\CNC2(COCC2)C)=O)F